4H-quinolizin C=1C=CCN2C=CC=CC12